C(C)(C)(C)OC(=O)N1C=CC2=C(C(=CC(=C12)C)OC)CN1[C@@H](C[C@@]2(CCC(C2)(F)F)CC1)C1=CC=C(C=C1)C(=O)OC 4-(((5r,7s)-2,2-difluoro-7-(4-(methoxycarbonyl)phenyl)-8-azaspiro[4.5]dec-8-yl)methyl)-5-methoxy-7-methyl-1H-indole-1-carboxylic acid tert-butyl ester